CN1N=CC(=C1)C=1N=C(C=2N(C1)N=CC2)NC2CCN(CCC2)C(=O)OC(C)(C)C tert-butyl 4-((6-(1-methyl-1H-pyrazol-4-yl)pyrazolo[1,5-a]pyrazin-4-yl)amino)azepane-1-carboxylate